ClC1=CC=NC2=C3N=CC=C(C3=CC=C12)Cl 4,7-dichloro-1,10-phenanthroline